CC(C)(C)[Si](C)(C)OCC1CCC2(N1CCC2)CO [3-[[tert-butyl(dimethyl)silyl]oxymethyl]-1,2,3,5,6,7-hexahydropyrrolizin-8-yl]methanol